FC1=CC=CC(=N1)N1C(C(=CC=C1)NC=1N=C2N(N=CC=C2NC([2H])([2H])[2H])C1C(=O)N[C@H]1[C@H](C1)F)=C=O ((6'-fluoro-2-carbonyl-2H-[1,2'-bipyridin]-3-yl)amino)-N-((1R,2S)-2-fluorocyclopropyl)-8-((methyl-d3)amino)imidazo[1,2-b]pyridazine-3-carboxamide